C(=O)C1=CC=C(/C=C/C=2SC3=C(N2)C=CC=C3)C=C1 (E)-2-(4-formylstyryl)benzothiazole